tert-butyl-(2R,5S)-4-(7-(4-cyanopyridin-2-yl)-5-(2-fluorophenyl)-7H-pyrrolo[2,3-d]pyrimidin-4-yl)-2,5-dimethylpiperazine C(C)(C)(C)N1[C@@H](CN([C@H](C1)C)C=1C2=C(N=CN1)N(C=C2C2=C(C=CC=C2)F)C2=NC=CC(=C2)C#N)C